FC(C(=O)O)(F)F.N1CC(C1)N1CCC(CC1)C=1C=C(C=CC1)C=1N=NN(C1)CC1=C(C=C(C=N1)C=1OC(=NN1)C(F)F)F 2-(6-((4-(3-(1-(azetidin-3-yl)piperidin-4-yl)phenyl)-1H-1,2,3-triazol-1-yl)methyl)-5-fluoropyridin-3-yl)-5-(difluoromethyl)-1,3,4-oxadiazole 2,2,2-trifluoroacetate